[2H]C1=C(C(=C(C(=C1[2H])[2H])Cl)[2H])[2H] chlorobenzene-d5